2-(1-(2-amino-2-oxoethyl)-1H-pyrazol-4-yl)-N-(5-(2-(3,3-dimethylazetidin-1-yl)acetamido)-2-methylpyridin-3-yl)pyrazolo[5,1-b]thiazole-7-carboxamide NC(CN1N=CC(=C1)C1=CN2C(S1)=C(C=N2)C(=O)NC=2C(=NC=C(C2)NC(CN2CC(C2)(C)C)=O)C)=O